2,2,2-Trifluoroethyl 5-bromo-2-((pyrazolo[1,5-a]pyrimidine-3-carboxamido)methyl)benzofuran-7-carboxylate BrC=1C=C(C2=C(C=C(O2)CNC(=O)C=2C=NN3C2N=CC=C3)C1)C(=O)OCC(F)(F)F